FC(C=1C=CC2=C(CC(O2)C=2C=C(C=CC2)C=2NC=CN2)C1)(F)F 2-(3-(5-(trifluoromethyl)-2,3-dihydrobenzofuran-2-yl)phenyl)-1H-imidazole